(3S,4R)-3-acrylamido-4-((6-(2,6-dichloro-3,5-dimethoxyphenyl)quinazolin-2-yl)amino)-N-ethylpyrrolidine-1-carboxamide C(C=C)(=O)N[C@H]1CN(C[C@H]1NC1=NC2=CC=C(C=C2C=N1)C1=C(C(=CC(=C1Cl)OC)OC)Cl)C(=O)NCC